2-[2-amino-4-(2-methyl-4-pyridyl)pyrrolo[2,3-d]pyrimidin-7-yl]-N-(5-pyrazin-2-yl-2-pyridyl)acetamide NC=1N=C(C2=C(N1)N(C=C2)CC(=O)NC2=NC=C(C=C2)C2=NC=CN=C2)C2=CC(=NC=C2)C